(S)-N-(5-benzyl-4,5,6,7-tetrahydrothiazolo[5,4-c]pyridin-2-yl)-1-cyanopyrrolidine-3-carboxamide C(C1=CC=CC=C1)N1CC2=C(CC1)N=C(S2)NC(=O)[C@@H]2CN(CC2)C#N